FC1(CCN(CC1)CCOC=1C=C(C=CC1)CCN(C(OC(C)(C)C)=O)C)F tert-butyl (2-{3-[2-(4,4-difluoropiperidin-1-yl)ethoxy]phenyl}ethyl)methylcarbamate